Cl.Cl.N1CCC(CC1)CN1CCC(CC1)C=1C=C(C=CC1)N[C@H]1C(NC(CC1)=O)=O |r| (±)-3-((3-(1-(Piperidin-4-ylmethyl)piperidin-4-yl)phenyl)amino)piperidine-2,6-dione dihydrochloride